C(=C)C=1C(=C(C(=C(C1C)C)C=C)C)C divinyldurene